indolo[1,8]naphthyridine N1=CC=CC=2CC=3C(=NC12)C=1C=CC=CC1N3